N-(3-(dimethylamino)propyl)-5-(8-hydroxyquinolin-6-yl)pyrazine-2-carboxamide CN(CCCNC(=O)C1=NC=C(N=C1)C=1C=C2C=CC=NC2=C(C1)O)C